BrC1=C(C=C(CN2N=CC=3C2=NC(=NC3N)Cl)C=C1)[N+](=O)[O-] 1-(4-bromo-3-nitrobenzyl)-6-chloro-1H-pyrazolo[3,4-d]pyrimidin-4-amine